[Br-].OCC[N+](C)(C)C Cholin bromid